C[C@H]1CCC(NC1)C=1C=CC2=C(N=C(S2)C2CN(CC2)C)C1 5-[(5S)-5-methyl-2-piperidyl]-2-(1-methylpyrrolidin-3-yl)-1,3-benzothiazole